methyl (Z)-2-(2-chloro-5-cyclohexyl-phenoxy)-3-methoxy-prop-2-enoate ClC1=C(O\C(\C(=O)OC)=C/OC)C=C(C=C1)C1CCCCC1